N1CCC2=CC=CC=C12 aza-indan